NC1CCC=2C=CC(=CC2C1O)C1=C(C=C(C#N)C=C1)OC1=NC(=NC(=C1)C1=CC=CC=C1)C 4-(7-amino-8-hydroxy-5,6,7,8-tetrahydronaphthalen-2-yl)-3-(2-methyl-6-phenylpyrimidin-4-yl)oxybenzonitrile